OCCCCCCCCOC=1C(NC=CC1)=O Hydroxyoctyloxypyridinon